2-(cis-3-((4-Methoxy-5-(pyrazolo[1,5-a]pyridin-5-yl)pyrrolo[2,1-f][1,2,4]triazin-2-yl)amino)cyclobutoxy)ethan-1-ol COC1=NC(=NN2C1=C(C=C2)C2=CC=1N(C=C2)N=CC1)N[C@H]1C[C@H](C1)OCCO